C(C)N(CCNC(=O)C1=NC2=CC=C(C=C2C=C1)[N+](=O)[O-])CC N-(2-(diethylamino)ethyl)-6-nitroquinoline-2-carboxamide